(6-(2H-1,2,3-triazol-2-yl)-5-(trifluoromethyl)pyridin-3-yl)-5-bromo-3,4-dihydroquinoline-1(2H)-carboxamide N=1N(N=CC1)C1=C(C=C(C=N1)C1N(C2=CC=CC(=C2CC1)Br)C(=O)N)C(F)(F)F